3-methyl-5-(4,4,5,5-tetramethyl-1,3,2-dioxaborolan-2-yl)-1,2-oxazole CC1=NOC(=C1)B1OC(C(O1)(C)C)(C)C